S(=O)(=O)(ON1C2C=C(CN(C1=O)C2)N2N=C(C=C2)CCN)O [3-[3-(2-aminoethyl)pyrazol-1-yl]-7-oxo-1,6-diazabicyclo[3.2.1]oct-3-en-6-yl] hydrogen sulfate